4-(((tert-Butoxycarbonyl)amino)methyl)cyclopent-1-en-1-yl trifluoromethanesulfonate FC(S(=O)(=O)OC1=CCC(C1)CNC(=O)OC(C)(C)C)(F)F